Ethyl-diethylene glycol (3-ethyl-3-oxetanylmethyl) ether C(C)C1(COC1)COC(COCCO)CC